OC1=C2[C@H]3[C@H](C(OC2=CC(=C1)C(C)(CCCCCC)C)(C)C)CCC(C3)=O (6aR,10aR)-1-hydroxy-6,6-dimethyl-3-(2-methyloctan-2-yl)-7,8,10,10a-tetrahydro-6aH-benzo[c]chromen-9-one